C(CCC)OC1=CC=C(C=C1)OCCCC 1,4-di-n-butoxybenzene